O[C@@]1([C@@H](CC[C@H](C1)C)C(C)C)C(=O)NCCC=1C=C(C=CC1)CC(=O)OC methyl 2-(3-(2-((1S,2S,5R)-1-hydroxy-2-isopropyl-5-methylcyclohexane-1-carboxamido)ethyl) phenyl)acetate